6-{2,8-dimethylimidazo[1,2-b]pyridazin-6-yl}-2-(1-methylpyrrolidin-3-yl)-3,4-dihydroisoquinolin-1-one CC=1N=C2N(N=C(C=C2C)C=2C=C3CCN(C(C3=CC2)=O)C2CN(CC2)C)C1